(di-tert-butyl-(3-fluorophenyl)phosphine) palladium [Pd].C(C)(C)(C)P(C1=CC(=CC=C1)F)C(C)(C)C